FC(C(C=C)=O)(F)F 4,4,4-trifluorobut-1-en-3-one